7-ethyl-2-methyl-4-undecylsulfate sodium salt [Na+].C(C)C(CCC(CC(C)C)OS(=O)(=O)[O-])CCCC